(R)-1-(1-(difluoromethyl)cyclopropyl)-N-(1-(2-methyl-6-(trifluoromethyl)pyridin-4-yl)ethyl)-4-((1-methylpiperidin-4-yl)amino)-6-oxo-1,6-dihydropyridine-3-carboxamide FC(C1(CC1)N1C=C(C(=CC1=O)NC1CCN(CC1)C)C(=O)N[C@H](C)C1=CC(=NC(=C1)C(F)(F)F)C)F